FC(C(=O)O)(F)F.C(C)(C)(C)OC(=O)N[C@@H](CC=C)C1=NC=CC(=C1)B(O)O (S)-(2-(1-((tert-butoxycarbonyl)amino)but-3-en-1-yl)pyridin-4-yl)boronic acid trifluoroacetate salt